CN(C=O)C N,N-dimethyl-carboxamide